COC1CCC=2N(C1)C=CN2 6-methoxy-5,6,7,8-tetrahydroimidazo[1,2-a]pyridine